N1N=C(C2=C1SC1=C2C=CC=C1)N 1H-benzo[4,5]thieno[2,3-c]pyrazol-3-amine